C(C)(C)(C)OC(N(CC1=CC=C(C=C1)S(N)(=O)=O)C)=O methyl-(4-sulfamoylbenzyl)carbamic acid tert-butyl ester